COC=1C=C(C=C2C(=NC=NC12)N[C@H](C)C=1C=NC(=NC1)C(F)(F)F)C1=NN(C=C1)C (R)-8-methoxy-6-(1-methyl-1H-pyrazol-3-yl)-N-(1-(2-(trifluoromethyl)pyrimidin-5-yl)ethyl)quinazolin-4-amine